8-Methyl-3-(4-nitro-2-(2-((tetrahydro-2H-pyran-2-yl)oxy)ethoxy)phenyl)-3,8-Diazabicyclo(3.2.1)octane CN1C2CN(CC1CC2)C2=C(C=C(C=C2)[N+](=O)[O-])OCCOC2OCCCC2